1-methoxy-2-nitro-4-(4-(trifluoromethyl)phenoxy)benzene COC1=C(C=C(C=C1)OC1=CC=C(C=C1)C(F)(F)F)[N+](=O)[O-]